(1-(6-(1-methoxy-2,2-dimethylpropyl)pyridin-2-yl)-1H-pyrazolo[4,3-c]pyridin-6-yl)acetamide COC(C(C)(C)C)C1=CC=CC(=N1)N1N=CC=2C=NC(=CC21)CC(=O)N